5-fluoroisoquinolin FC1=C2C=CN=CC2=CC=C1